2-(4-methoxynaphthalen-1-yl)benzene-1,3-diol COC1=CC=C(C2=CC=CC=C12)C1=C(C=CC=C1O)O